C(C)(C)OC=1C(=CC2=C(C(=CS2)C)C1)OC 5-isopropoxy-6-methoxy-3-methylbenzothiophene